CC1CC2C(CC1C(=O)OC1CC3C(C(C1)C)O3)O2 4-epoxy-6-methylcyclohexyl 3,4-epoxy-6-methylcyclohexanecarboxylate